cyclopropane-1-d-1-formamide C1(CC1)(C(=O)N)[2H]